FC(OC1=CC(=C(C(=C1)C#C[Si](C(C)C)(C(C)C)C(C)C)CN)C#C[Si](C(C)C)(C(C)C)C(C)C)(F)F (4-(trifluoromethoxy)-2,6-bis((triisopropylsilyl)ethynyl)phenyl)methylamine